CS(=O)(=O)N1CCC(CC1)NC(=O)C1C(C2=CC=C(C=C2C1=O)OC=1C=C2C(C(C(C2=CC1)=O)C(NC1CCN(CC1)S(=O)(=O)C)=O)=O)=O N-(1-methanesulfonylpiperidin-4-yl)-5-({2-[(1-methanesulfonylpiperidin-4-yl)carbamoyl]-1,3-dioxo-2,3-dihydro-1H-inden-5-yl}oxy)-1,3-dioxo-2,3-dihydro-1H-indene-2-carboxamide